4-({N6-(tert-butoxycarbonyl)-N2-[(9H-fluoren-9-ylmethoxy)carbonyl]-L-lysyl}amino)butanoic acid tert-butyl ester C(C)(C)(C)OC(CCCNC([C@@H](NC(=O)OCC1C2=CC=CC=C2C=2C=CC=CC12)CCCCNC(=O)OC(C)(C)C)=O)=O